ClC1=NC(=C2N=CN(C2=N1)[C@H]1[C@H]([C@@H]([C@H](O1)CO)O)F)NCCC (2R,3R,4S,5R)-5-(2-chloro-6-(propylamino)-9H-purin-9-yl)-4-fluoro-2-(hydroxymethyl)tetrahydrofuran-3-ol